2-(2,6-diphenylimidazo[1,2-a]pyridin-8-yl)benzenethiol C1(=CC=CC=C1)C=1N=C2N(C=C(C=C2C2=C(C=CC=C2)S)C2=CC=CC=C2)C1